C(C)(C)(C)OC(N(CC#C)C1=C(C=C(C=C1)S(=O)(=O)C)OC)=O (2-methoxy-4-(methylsulfonyl)phenyl)(prop-2-yn-1-yl)carbamic acid tert-butyl ester